3-[6-[[1-(2-aminoacetyl)-4-piperidyl]amino]-1-methyl-indazol-3-yl]piperidine-2,6-dione hydrochloride Cl.NCC(=O)N1CCC(CC1)NC1=CC=C2C(=NN(C2=C1)C)C1C(NC(CC1)=O)=O